1-(2-azidobut-3-en-1-yl)naphthalene N(=[N+]=[N-])C(CC1=CC=CC2=CC=CC=C12)C=C